2,6-bis-(3-methoxypropylamino)-3-cyano-4-methylpyridine COCCCNC1=NC(=CC(=C1C#N)C)NCCCOC